3-(4-(5-benzylpyrimidin-2-yl)-1,4-diazepan-1-yl)-7-(1-methyl-1H-pyrazol-4-yl)imidazo[1,2-a]pyridine C(C1=CC=CC=C1)C=1C=NC(=NC1)N1CCN(CCC1)C1=CN=C2N1C=CC(=C2)C=2C=NN(C2)C